3-thiohexanol CCCC(CCO)S